FC1(CC2(CN(C2)C=2OC3=C(C=C(C=C3C(C2)=O)C)C(C)NC2=C(C(=O)O)C=CC=C2)C1)F 2-[1-[2-(6,6-Difluoro-2-azaspiro[3.3]heptan-2-yl)-6-methyl-4-oxo-chromen-8-yl]ethylamino]benzoic acid